toluene boron [B].CC1=CC=CC=C1